CC(=C(C(=O)[O-])C)CC1CO1 Methyl-Glycidylmethacrylat